ethyl 4-bromo-1-(2,2-dimethoxyethyl)-3-(4-fluorophenyl)-5-methyl-1H-pyrrole-2-carboxylate BrC=1C(=C(N(C1C)CC(OC)OC)C(=O)OCC)C1=CC=C(C=C1)F